C1(CCC1)NC(C1=CC=CC=C1)=O N-cyclobutylbenzamide